2-[(1S)-1-(hydroxymethyl)-2-tetradecyloxy-ethoxy]pyridine-4-carbonitrile OC[C@@H](COCCCCCCCCCCCCCC)OC1=NC=CC(=C1)C#N